tert-butyl ((4-methoxyphenyl)sulfinyl)carbamate COC1=CC=C(C=C1)S(=O)NC(OC(C)(C)C)=O